(R)-(4-((1-(5-amino-3-(difluoromethyl)-2-fluorophenyl)ethyl)amino)-6-methoxy-2-methylquinazolin-7-yl)(morpholino)methanone NC=1C=C(C(=C(C1)[C@@H](C)NC1=NC(=NC2=CC(=C(C=C12)OC)C(=O)N1CCOCC1)C)F)C(F)F